ClC=1C(=C(C(=O)N([C@H](CN2CCCC2)C(C)C)C)C=CC1)F (S)-3-Chloro-2-fluoro-N-methyl-N-(3-methyl-1-(pyrrolidin-1-yl)butan-2-yl)benzamide